CON(C(=O)C1C2N(CC(C=C2)C1)C(=O)OCC1=CC=CC=C1)C benzyl 7-[methoxy(methyl)carbamoyl]-2-azabicyclo[2.2.2]oct-5-ene-2-carboxylate